C(C)(C)(C)OC(=O)N1C[C@@H](CCC1)NC1=NC=2N(C(=C1)N(CC1=CC=C(C=C1)C1=NC=CC=C1)C(=O)OC(C)(C)C)N=CC2C2CC2 (R)-3-((7-((tert-Butoxycarbonyl)(4-(pyridin-2-yl)benzyl)amino)-3-cyclopropylpyrazolo[1,5-a]pyrimidin-5-yl)amino)piperidine-1-carboxylic acid tert-butyl ester